(Z)-4,11,11-trimethyl-8-methylenebicyclo[7.2.0]-undec-4-ene C/C=1/CCC2C(CC2C(CC\C1)=C)(C)C